N-(4-(3-(2-(4,4-Difluoropiperidin-1-yl)-6-methylpyrimidin-4-yl)-1,2,4-thiadiazol-5-yl)-3-(6-azaspiro[2.5]octan-6-yl)phenyl)-2-hydroxyethane-1-sulfonamide FC1(CCN(CC1)C1=NC(=CC(=N1)C1=NSC(=N1)C1=C(C=C(C=C1)NS(=O)(=O)CCO)N1CCC2(CC2)CC1)C)F